C1(CCCCC1)OC(C)OC1=CC=C(C=C)C=C1 p-(1-cyclohexyloxyethoxy)styrene